N-((1S)-1-(4-chlorophenyl)ethyl)-1-((3-((3-cyano-1-azetidinyl)sulfonyl)phenyl)carbonyl)-D-prolinamide ClC1=CC=C(C=C1)[C@H](C)NC([C@@H]1N(CCC1)C(=O)C1=CC(=CC=C1)S(=O)(=O)N1CC(C1)C#N)=O